COC=1C=C(C=CC1[N+](=O)[O-])N1CCN(CC1)C(C)=O 1-(4-(3-Methoxy-4-nitrophenyl)piperazin-1-yl)ethanone